Cl.N[C@@H](CC(=O)OCC)C=1C(=C(C=C(C1F)C)C1=C(C=C(C=C1C)C)F)F ethyl (3S)-3-amino-3-(2,2',4-trifluoro-4',5,6'-trimethyl-[1,1'-biphenyl]-3-yl)propanoate hydrochloride